C(C)(=O)O[C@H]1[C@H](OCCBr)OC[C@H]([C@@H]1OC(C)=O)OC(C)=O 2-Bromoethyl 2,3,4-tri-O-acetyl-β-D-xylopyranoside